C(C)(C)(C)OCCC(C(=O)OC(C)(C)C)N1C=C2C(=CC1=O)C1=C(CC(OC2)C)C=CC(=C1)Cl Tert-Butyl 4-tert-butoxy-2-(11-chloro-7-methyl-2-oxo-7,8-dihydro-2H-[3]benzoxocino[5,6-c]-pyridin-3(5H)-yl)butanoate